FC(C(=O)N1C2(CCC1CC2)CO)=C 2-fluoro-1-((1s,4s)-1-(hydroxymethyl)-7-azabicyclo[2.2.1]hept-7-yl)prop-2-en-1-one